ClC=1C(=C(CN2[C@@H](C[C@@](CC2)(C(=O)O)CC2=NC(=CC(=C2F)N2CC(C2)O)NC2=NNC(=C2)C)C)C=CC1)F (2R,4R)-1-(3-chloro-2-fluorobenzyl)-4-((3-fluoro-4-(3-hydroxyazetidin-1-yl)-6-((5-methyl-1H-pyrazol-3-yl)amino)pyridin-2-yl)methyl)-2-methylpiperidine-4-carboxylic acid